C(C1=CC=CC=C1)O[C@@H]([C@H](CO)NC(OC(C)(C)C)=O)CCCCCCCCCCCCCCC tert-butyl ((2S,3R)-3-(benzyloxy)-1-hydroxyoctadecan-2-yl)carbamate